cysteine hydrochloride salt Cl.N[C@@H](CS)C(=O)O